4-(cyclohexylamino)-2-((4-(6,7-dihydro-5H-pyrrolo[2,1-c][1,2,4]triazol-3-yl)-2-methoxyphenyl)amino)-7H-pyrrolo[2,3-d]pyrimidine-5-carbonitrile C1(CCCCC1)NC=1C2=C(N=C(N1)NC1=C(C=C(C=C1)C=1N3C(=NN1)CCC3)OC)NC=C2C#N